F[C@H]1[C@H](C[C@@]2(C=C[C@H]1N2)C)N(C2=CN=C(N=N2)C2=C(C=C(C=C2)N2N=CC(=C2)F)O)C 2-(6-(((1R,3S,4R,5R)-4-fluoro-1-methyl-8-azabicyclo[3.2.1]oct-6-en-3-yl)(methyl)amino)-1,2,4-triazin-3-yl)-5-(4-fluoro-1H-pyrazol-1-yl)phenol